[2-(4-ethoxy-4-oxo-butanoyl)-7-fluoro-6-methoxy-isoindolin-5-yl]boronic acid C(C)OC(CCC(=O)N1CC2=C(C(=C(C=C2C1)B(O)O)OC)F)=O